(E)-3-(4-bromo-3,5-Dimethoxystyryl)thiophene BrC1=C(C=C(/C=C/C2=CSC=C2)C=C1OC)OC